C[C@@H]1[C@@]23CC[C@H]4[C@]([C@@H]2C[C@H]([C@@]1(OC3)O)O)(CC[C@@]5([C@@]4(CC[C@@]6([C@H]5C[C@](CC6)(C)C(=O)O)C)C)C)C The molecule is a tricyclic diterpenoid having formula C30H48O5, originally isolated from the bark of Tripterygium wilfordii. It is a hexacyclic triterpenoid, a diol, a hydroxy monocarboxylic acid and a cyclic hemiketal. It derives from a hydride of a friedelane.